nicotinamide (methyl pipecolinate) CN1C(CCCC1)C(=O)O.C(C1=CN=CC=C1)(=O)N